4-(4-amino-2-{2-chloro-4-[(2-fluoroacrylamino)]phenyl}-7-(3-hydroxy-3-methylbut-1-ynyl)-1-methylpyrrolo[3,2-c]pyridin-3-yl)-2-methoxy-N-(2,2,2-trifluoroethyl)benzamide NC1=NC=C(C2=C1C(=C(N2C)C2=C(C=C(C=C2)NC(=O)C(=C)F)Cl)C2=CC(=C(C(=O)NCC(F)(F)F)C=C2)OC)C#CC(C)(C)O